ethanesulfonic acid [5-(2-oxo-1,2,3,4-tetrahydro-quinolin-6-yl)-pyridin-3-ylmethyl]-amide O=C1NC2=CC=C(C=C2CC1)C=1C=C(C=NC1)CNS(=O)(=O)CC